3-(2-(difluoromethoxy)phenyl)-2-methyl-3-oxopropanenitrile FC(OC1=C(C=CC=C1)C(C(C#N)C)=O)F